F\C(=C/C=1N=CN(C1)C(C)C)\C=1N=C(SC1)N(C(OC(C)(C)C)=O)CC1=CC=C(C=C1)OC tert-butyl N-{4-[(Z)-1-fluoro-2-(1-isopropylimidazol-4-yl)ethenyl]-1,3-thiazol-2-yl}-N-[(4-methoxyphenyl)methyl]carbamate